lithium potassium 2-(hept-2-yl)-2-methylmalonate CC(CCCCC)C(C(=O)[O-])(C(=O)[O-])C.[K+].[Li+]